C(C)(C)N(C(=O)NC(C(=O)O)CCN(CCCCC1=NC=2NCCCC2C=C1)CCOCC)C(C)C 2-(diisopropylcarbamoylamino)-4-[2-ethoxyethyl-[4-(5,6,7,8-tetrahydro-1,8-naphthyridin-2-yl)butyl]amino]butanoic acid